O=C1NC(CCC1N1C(C2=CC=C(C=C2C1=O)OC(C(=O)O)CCCCCC)=O)=O ((2-(2,6-dioxopiperidin-3-yl)-1,3-dioxoisoindolin-5-yl)oxy)octanoic acid